C1=CC=CC=2OC3=CC=CC=C3C3(C12)OC(C1=C3C=CC=C1)=O 3H-spiro[2-benzofuran-1,9'-xanthen]-3-one